C1(=CC=CC2=CC=CC=C12)C=1C(=C(C=CC1NC1=CC=CC=C1)C1=CC=C(C=C1)NC1=CC=CC=C1)C1=CC=CC2=CC=CC=C12 di-1-naphthyl-N,N'-diphenyl-1,1'-biphenyl-4,4'-diamine